(2R)-2-(tert-butoxycarbonylamino)-3-sulfanyl-propanoic acid C(C)(C)(C)OC(=O)N[C@H](C(=O)O)CS